OC1=C(C=C(C=C1)CCO)N1N=C2C(=N1)C=CC=C2 2-(2'-hydroxy-5'-(2-hydroxyethyl)phenyl)benzotriazole